COC1=C(C=CC=C1C1=NOC(=N1)C)NC1=NC(N(C=C1)C)NC1=CC=C(C=C1)N1CCOCC1 4-((2-methoxy-3-(5-methyl-1,2,4-oxadiazol-3-yl)phenyl)amino)-N-methyl-2-((4-morpholinophenyl)amino)pyrimidine